N2-Acetyl-Lysine C(C)(=O)N[C@@H](CCCCN)C(=O)O